2-(tert-butyl) 8-methyl 9-oxo-2-azaspiro[5.5]undecane-2,8-dicarboxylate O=C1C(CC2(CCCN(C2)C(=O)OC(C)(C)C)CC1)C(=O)OC